Di-(4-amino-cyclohexyl)-methan NC1CCC(CC1)CC1CCC(CC1)N